C[C@@H]1N(CCN(C1)C)[C@@H]1CNCC1 (S)-2,4-Dimethyl-1-((S)-pyrrolidin-3-yl)piperazine